2-(4-Chloro-1-cyclopropyl-1H-pyrazol-5-yl)-5-methoxy-N-(4-(1-methyl-4-(trifluoromethyl)-1H-imidazol-2-yl)benzyl)pyrimidin-4-amine ClC=1C=NN(C1C1=NC=C(C(=N1)NCC1=CC=C(C=C1)C=1N(C=C(N1)C(F)(F)F)C)OC)C1CC1